tert-Butyl (2-((2-(((4-nitrophenoxy)carbonyl)oxy)ethyl)disulfaneyl)ethyl)carbamate [N+](=O)([O-])C1=CC=C(OC(=O)OCCSSCCNC(OC(C)(C)C)=O)C=C1